3-(3,4-difluoro-2-methoxyphenyl)-5,5-dimethyltetrahydrofuran-2-carboxylic acid FC=1C(=C(C=CC1F)C1C(OC(C1)(C)C)C(=O)O)OC